5-((3R,4S)-3-amino-4-(3-boronopropyl)-3-carboxypyrrolidin-1-yl)nicotinic acid N[C@]1(CN(C[C@@H]1CCCB(O)O)C=1C=NC=C(C(=O)O)C1)C(=O)O